FC(COC=1C=2N(N=C(C1)C=1C(NC(NC1)=O)=O)C=CN2)(CC)F 5-(8-(2,2-difluorobutoxy)imidazo[1,2-b]pyridazin-6-yl)pyrimidine-2,4(1H,3H)-dione